C(C)(C)(C)OC(=O)N1CC(=CCC1)B1OC(C(O1)(C)C)(C)C.C(CCC)[Sn](C(=C)CCCCCC)(CCCC)CCCC Tributyl-(1-octen-2-yl)stannane tert-butyl-3-(4,4,5,5-tetramethyl-1,3,2-dioxaborolan-2-yl)-5,6-dihydropyridine-1(2H)-carboxylate